(S)-7-((6-((dimethylamino)-methyl)-5-(tetrahydrofuran-2-yl)pyridin-2-yl)amino)-4-(7-fluoroimidazo[1,2-a]pyridin-3-yl)isoindolin-1-one CN(C)CC1=C(C=CC(=N1)NC=1C=CC(=C2CNC(C12)=O)C1=CN=C2N1C=CC(=C2)F)[C@H]2OCCC2